FC1(CCN(CCC1)C1=C(N=NC(=C1)I)C(=O)N)F 4-(4,4-difluoroazepan-1-yl)-6-iodopyridazine-3-carboxamide